C1(=CC=C(C=C1)N1CCN(CC1)C=O)C (4-(p-tolyl)piperazin-1-yl)methanone